(4-(1-isopropyl-5-methyl-1H-imidazol-2-yl)benzyl)-2-(2-isopropyl-phenyl)-7,9-dihydro-8H-purin-8-one C(C)(C)N1C(=NC=C1C)C1=CC=C(CN2C3=NC(=NC=C3NC2=O)C2=C(C=CC=C2)C(C)C)C=C1